ClC=1C=C(C(=C2C=CC(=NC12)C1=C(C(=CC=C1)C1=C(C(=NC=C1)Cl)Cl)Cl)OC)C=O 8-chloro-2-(2-chloro-3-(2,3-dichloropyridin-4-yl)phenyl)-5-methoxyquinoline-6-carbaldehyde